2-(((2R,7aS)-2-fluorotetrahydro-1H-pyrrolizin-7a(5H)-yl)methoxy)-4-(2,2,2-trifluoroethoxy)pyrido[4,3-d]pyrimidine F[C@@H]1C[C@@]2(CCCN2C1)COC=1N=C(C2=C(N1)C=CN=C2)OCC(F)(F)F